NC=1C(=NC=CC1)C(=O)NCC1=CC=CC=C1 3-amino-N-benzylpicolinamide